6-((Benzyl(methyl)amino)methyl)-N4-o-tolylpyrimidine-2,4-diamine C(C1=CC=CC=C1)N(C)CC1=CC(=NC(=N1)N)NC1=C(C=CC=C1)C